3-[(1-naphthoylamino)methyl]-5-[(2S)-1-cyclohexylsulfonyl-pyrrolidin-2-yl]-1,2,4-oxadiazole C1(=CC=CC2=CC=CC=C12)C(=O)NCC1=NOC(=N1)[C@H]1N(CCC1)S(=O)(=O)C1CCCCC1